5-(2-chloro-6-(chloromethyl)thieno[3,2-d]pyrimidin-4-yl)-2-oxa-5-azabicyclo[2.2.1]heptane ClC=1N=C(C2=C(N1)C=C(S2)CCl)N2C1COC(C2)C1